N1(CCNCCC1)C=1C=C(C=CC1)C1=C(C(=NC(=N1)N)C1=CC2=C(OCCN2C(C)C)C(=C1)F)F (3-(1,4-diazepan-1-yl)phenyl)-5-fluoro-4-(8-fluoro-4-isopropyl-3,4-dihydro-2H-benzo[b][1,4]oxazin-6-yl)pyrimidin-2-amine